1-methyl-2-chloro-3,5-dinitrobenzene CC1=C(C(=CC(=C1)[N+](=O)[O-])[N+](=O)[O-])Cl